Cl[Si](C)(C)CC[Si](C)(C)Cl Chloro[2-(chlorodimethylsilyl)ethyl]dimethylsilane